Cl.NC\C=C(\CN1C(=NC2=C1C=C(C=C2C2=CC(=CC=C2)S(=O)(=O)C)C(=O)OC)C)/F Methyl (Z)-1-(4-amino-2-fluorobut-2-en-1-yl)-2-methyl-4-(3-(methylsulfonyl)phenyl)-1H-benzo[d]imidazol-6-carboxylate Hydrochloride